C(#N)C=1C=C(C=CC1F)NC(=O)C=1N(C(=C(C1C)C(=O)N)C)C N2-(3-cyano-4-fluorophenyl)-1,3,5-trimethyl-1H-pyrrole-2,4-dicarboxamide